C1(=CCCCC1)C(=O)OC1=CC=C(C=C1)[N+](=O)[O-] p-nitrophenyl cyclohexenecarboxylate